perfluoro iodide FI